(2'R,3R,3'S,5'S)-6-chloro-3'-(3-chloro-2-fluoro-phenyl)-5'-(3-fluoro-2,2-dimethyl-propyl)-2-oxo-spiro[indoline-3,4'-pyrrolidine]-2'-carboxamide ClC1=CC=C2C(=C1)NC([C@]21[C@H]([C@@H](N[C@H]1CC(CF)(C)C)C(=O)N)C1=C(C(=CC=C1)Cl)F)=O